C(C)(C)(C)C=1C=C(C=C(C1O)C(C)(C)C)C(C(=O)O)(C)C1=CC=CC=C1 3,5-di-tert-butyl-4-hydroxyphenyl-phenylpropionic acid